5-benzyloxy-4,6-dichloro-1H-indole-2-carboxylic acid ethyl ester C(C)OC(=O)C=1NC2=CC(=C(C(=C2C1)Cl)OCC1=CC=CC=C1)Cl